1-(6-cyano-5-fluoro-pyrimidin-4-yl)piperidine-4-carboxylic acid methyl ester COC(=O)C1CCN(CC1)C1=NC=NC(=C1F)C#N